C(C)(C)(C)OC(NC1=C(C=C(C=C1)Br)OC(F)(F)F)=O (4-bromo-2-(trifluoromethoxy)phenyl)carbamic acid tert-butyl ester